3-hydroxyl-3-methylglutaryl-coenzyme A OC(CC(=O)SCCNC(CCNC([C@@H](C(COP(OP(OC[C@@H]1[C@H]([C@H]([C@@H](O1)N1C=NC=2C(N)=NC=NC12)O)OP(=O)(O)O)(=O)O)(=O)O)(C)C)O)=O)=O)(CC(=O)O)C